5-(methyl-(phenyl)amino)-[1,2,4]triazolo[4,3-a]quinazoline-7-carboxylic acid CN(C1=NC=2N(C3=CC=C(C=C13)C(=O)O)C=NN2)C2=CC=CC=C2